[C@H]1(CCC2=CC=CC=C12)N[C@H]1C[C@H](COC1)N(C(=O)C=1NC2=CC=CC=C2C1)CC |&1:10| N-((3R,SR)-5-(((R)-2,3-dihydro-1H-inden-1-yl)amino)tetrahydro-2H-pyran-3-yl)-N-ethyl-1H-indole-2-carboxamide